C(C)OC(CC\C=C/1\C2(CC2)CCN(C1)C(=O)OC(C)(C)C)=O tert-butyl (Z)-4-(4-ethoxy-4-oxobutylidene)-6-azaspiro[2.5]octane-6-carboxylate